tetraisopropyl (2-(4-(azidocarbonyl)phenyl)ethane-1,1-diyl)bis(phosphonate) N(=[N+]=[N-])C(=O)C1=CC=C(C=C1)CC(P(OC(C)C)(OC(C)C)=O)P(OC(C)C)(OC(C)C)=O